N-(4-(7-(2-Cyanoacetamido)-1H-indol-3-yl)-5-methylpyridin-2-yl)cyclopropancarboxamid C(#N)CC(=O)NC=1C=CC=C2C(=CNC12)C1=CC(=NC=C1C)NC(=O)C1CC1